C1CC=NC(C1)C(=O)[O-] The molecule is a monocarboxylic acid anion resulting from the removal of a proton from the carboxy group of 1-piperideine-6-carboxylic acid. It has a role as a human metabolite. It is a conjugate base of a 1-piperideine-6-carboxylic acid.